FC1=C(CN2C=NN(C2=O)C2=CC(=C(OC=3N(C=C(N3)C(=O)OC)C)C=C2)F)C(=CC=C1)F methyl 2-(4-(4-(2,6-difluorobenzyl)-5-oxo-4,5-dihydro-1H-1,2,4-triazol-1-yl)-2-fluorophenoxy)-1-methyl-1H-imidazole-4-carboxylate